3-((((2S,3R)-5-cyclopentyl-3-(3,3-difluorobutyl)-2-fluoro-1,1-dioxido-7-(trifluoromethyl)-2,3,4,5-tetrahydrobenzo[b][1,4]thiazepin-8-yl)oxy)methyl)picolinic acid C1(CCCC1)N1C2=C(S([C@@H]([C@@H](C1)CCC(C)(F)F)F)(=O)=O)C=C(C(=C2)C(F)(F)F)OCC=2C(=NC=CC2)C(=O)O